trans-rac-tert-butyl 2-methyl-3-(4-methyl-4H-1,2,4-triazol-3-yl)azetidine-1-carboxylate C[C@@H]1N(C[C@H]1C1=NN=CN1C)C(=O)OC(C)(C)C |r|